BrC=1C=C(C=C2C=NN(C12)CCOC)SCC(C)(C)C 7-bromo-5-(2,2-dimethylpropylsulfanyl)-1-(2-methoxyethyl)indazole